2-(Diethylamino)-N-((1,2,3,5,6,7-hexahydro-s-indacen-4-yl)carbamoyl)ethane-1-sulfonamide, potassium salt [K].C(C)N(CCS(=O)(=O)NC(NC1=C2CCCC2=CC=2CCCC12)=O)CC